The molecule is a glutamic acid derivative that is L-glutamic acid with a methyl and a hydroxy group replacing the two hydrogens at position 4. It has a role as a metabolite. It is a non-proteinogenic L-alpha-amino acid, an amino dicarboxylic acid and a tertiary alcohol. C[C@](C[C@@H](C(=O)O)N)(C(=O)O)O